2-(3,4-dimethoxyphenyl)-5-cyano-4,6-diamino-3-ethoxycarbonyl-1-p-toluenesulfonyl-2,3-dihydro-1H-pyrrolo[2,3-b]pyridine COC=1C=C(C=CC1OC)C1C(C=2C(=NC(=C(C2N)C#N)N)N1S(=O)(=O)C1=CC=C(C)C=C1)C(=O)OCC